FC(C1=NN(C=C1C=O)C)F 3-(difluoromethyl)-1-methyl-1H-pyrazole-4-carboxaldehyde